C=C(C)C=1C=C(C=CC1)C(C)(C)[N-]C(C(C)(C)C)=O N-[2-[3-[prop-1-en-2-yl]phenyl]prop-2-yl]pivaloyl-amide